C(#N)C1=CC(=C(C(=O)NC=2C=C3C(=NNC3=CC2)C=2C=NN(C2)C(F)F)C(=C1)C)F 4-cyano-N-(3-(1-(difluoromethyl)-1H-pyrazol-4-yl)-1H-indazol-5-yl)-2-fluoro-6-methylbenzamide